C(C)(C)(C)OC(=O)N1C2=C(OC(C1)CC(=O)O)C=CC(=C2)F 2-(4-(tert-butoxycarbonyl)-6-fluoro-3,4-dihydro-2H-benzo[b][1,4]oxazin-2-yl)acetic acid